N1C=C(C2=CC=CC=C12)NC1=NC(=C(C=C1)N)C N2-(1H-indol-3-yl)-6-methylpyridine-2,5-diamine